2-[(2',4'-dichloro-4-{[2-(dimethylamino)ethoxy]carbonyl}-[1,1'-biphenyl]-3-yl)carbamoyl]-5-{[dimethyl(oxo)-λ6-sulfanylidene]carbamoyl}benzoic acid ClC1=C(C=CC(=C1)Cl)C1=CC(=C(C=C1)C(=O)OCCN(C)C)NC(=O)C1=C(C(=O)O)C=C(C=C1)C(N=S(=O)(C)C)=O